bis(4-pentyl-nonyl)13,16-dioxo-9,20-bis(8-oxo-8-((4-pentylnon-yl)oxy)octyl)-9,12,17,20-tetraazaoctacosanedioate C(CCCC)C(CCCOC(CCCCCCCN(CCNC(CCC(NCCN(CCCCCCCC(=O)OCCCC(CCCCC)CCCCC)CCCCCCCC(=O)OCCCC(CCCCC)CCCCC)=O)=O)CCCCCCCC(OCCCC(CCCCC)CCCCC)=O)=O)CCCCC